CC(C)[C@@H](CN[C@@H](CC1=CC=CC=C1)C(=O)N[C@@H](CCSC)C(=O)O)NC[C@H](CS)N The molecule is a dipeptide obtained from the tetrapeptide Cys-Val-Phe-Met by reduction of the amide carbonyl groups of the Cys and Val residues. It has a role as a peptidomimetic and an EC 2.5.1.58 (protein farnesyltransferase) inhibitor.